N-hydroxy-1-(4-methoxyphenyl)cyclopropane-1-carboxamidine ONC(=N)C1(CC1)C1=CC=C(C=C1)OC